2-(4-bromo-2-nitrophenyl)-2-methylpropanoic acid methyl ester COC(C(C)(C)C1=C(C=C(C=C1)Br)[N+](=O)[O-])=O